CC(=CCC)C 1,1,3-trimethylpropylene